Z-4-heptanal CCCC(CCC)=O